2-((5-Chloro-1-methyl-3-(5-methylisoxazol-3-yl)-1H-pyrazol-4-yl)methyl)-2,8-diazaspiro[4.5]decan-1-one 2,2,2-trifluoroacetate FC(C(=O)O)(F)F.ClC1=C(C(=NN1C)C1=NOC(=C1)C)CN1C(C2(CC1)CCNCC2)=O